{2-[methyl(pyridin-2-ylmethyl)amino]-1,3-thiazol-5-yl}methanone CN(C=1SC(=CN1)C=O)CC1=NC=CC=C1